silicon-titanium water O.[Ti].[Si]